8-(4-(2,4-dioxotetrahydropyrimidin-1(2H)-yl)-3-fluorophenyl)-oct-7-ynoic acid O=C1N(CCC(N1)=O)C1=C(C=C(C=C1)C#CCCCCCC(=O)O)F